FC1=C(C=C(C(=C1O)O)OC)C1=NC2=C(N1C1(CCC1)C)C=C(C=C2)C(=O)NC 2-(2-fluoro-3,4-dihydroxy-5-methoxyphenyl)-N-methyl-1-(1-methylcyclobutyl)-1H-benzo[d]imidazole-6-carboxamide